BrCC(=O)C=1C=C(C=CC1)C 2-bromo-1-(m-tolyl)ethan-1-one